O=C1C(=C(C=NN1)O[C@H](COCCC(=O)N)C)C(F)(F)F 3-((S)-2-((6-oxo-5-(trifluoromethyl)-1,6-dihydropyridazin-4-yl)oxy)propoxy)propanamide